ClC1=NC=CC(=N1)C1=C(N=CS1)C=1C(=C(N)C=CC1)F 3-[5-(2-chloropyrimidin-4-yl)-1,3-thiazol-4-yl]-2-fluoroaniline